ClC1=NN2C(C(=N1)NCC1=NOC=C1)=CC=C2C 2-chloro-N-(isoxazol-3-ylmethyl)-7-methylpyrrolo[2,1-f][1,2,4]triazin-4-amine